(R)-2-((tert-butoxycarbonyl)amino)-3-methylbutanoic acid C(C)(C)(C)OC(=O)N[C@@H](C(=O)O)C(C)C